ClC1=C(C=CC(=C1)F)[C@H]1N=C(NC(=C1C(=O)OC)C)C1=NC=C(C=C1F)F |o1:8| (S*)-methyl 4-(2-chloro-4-fluorophenyl)-2-(3,5-difluoropyridin-2-yl)-6-methyl-1,4-dihydropyrimidine-5-carboxylate